O(C1=CC=CC=C1)CC(CO)O 3-Phenoxypropane-1,2-diol